C(=C)CC(=O)O.O=C1NC(CCC1NC(C1=NC=C(C=C1)OCCCCCO)=O)=O N-(2,6-dioxopiperidin-3-yl)-5-(5-hydroxypentyloxy)picolinamide Vinylacetate